1-methylimidazo[4,5-c]pyridin-7-amine CN1C=NC=2C=NC=C(C21)N